tert-butyl (S)-2-(4-(2,3,6,9-tetramethyl-6H-thieno[3,2-f][1,2,4]triazolo[4,3-a][1,4]diazepin-4-yl) phenyl)-2,9-diazaspiro[5.5]undecane-9-carboxylate CC1=C(C=2C(=N[C@H](C=3N(C2S1)C(=NN3)C)C)C3=CC=C(C=C3)N3CC1(CCC3)CCN(CC1)C(=O)OC(C)(C)C)C